2-[3-(3-chlorophenyl)-1-[2-[[1-[2-[4-(oxetan-3-ylamino)-1-piperidyl]-2-oxo-ethyl]pyrazol-4-yl]amino]-[1,2,4]triazolo[1,5-a]pyridin-8-yl]azetidin-3-yl]acetonitrile ClC=1C=C(C=CC1)C1(CN(C1)C=1C=2N(C=CC1)N=C(N2)NC=2C=NN(C2)CC(=O)N2CCC(CC2)NC2COC2)CC#N